C(CCCCCCCCCCC)NCCCOS(=O)(=O)O laurylaminopropyl-hydroxysulfonic acid